OC(CC1(C(=O)N)CC(C(=O)NCC(CO)O)=CC(=C1)[N+](=O)[O-])CO 1,N3-bis(2,3-dihydroxypropyl)-5-nitroisophthalamide